3-(4-(phenyldiazenyl) phenoxy)-propyl-acrylate C1(=CC=CC=C1)N=NC1=CC=C(OCCCOC(C=C)=O)C=C1